C(C1=CC=CC=C1)C1N(CCC1)C1=C2C(=NC=C1)NC=C2C#N 4-(2-benzyl-pyrrolidin-1-yl)-1H-pyrrolo[2,3-b]Pyridine-3-carbonitrile